4-methoxy-2-(methoxycarbonyl)pyridine-1-oxide COC1=CC(=[N+](C=C1)[O-])C(=O)OC